3-(5-(2-(2H-1,2,3-Triazol-2-yl)acetyl)-2-(2,2,2-trifluoroethoxy)phenyl)-2-((4-(2-(4-chlorophenoxy)acetyl)-4,7-diazaspiro[2.5]octan-7-yl)methyl)pyrido[2,3-d]pyrimidin-4(3H)-one N=1N(N=CC1)CC(=O)C=1C=CC(=C(C1)N1C(=NC2=C(C1=O)C=CC=N2)CN2CCN(C1(CC1)C2)C(COC2=CC=C(C=C2)Cl)=O)OCC(F)(F)F